FC=1C(=C2C(=NC(=NC2=CC1)O)C1=C(C=2N=C(N=CC2C(=N1)N1[C@H](CC1)C)SC)F)C#C[Si](C(C)C)(C(C)C)C(C)C 6-fluoro-4-{8-fluoro-5-[(2S)-2-methylazetidin-1-yl]-2-(methylsulfanyl)pyrido[4,3-d]pyrimidin-7-yl}-5-[2-(triisopropylsilyl)ethynyl]quinazolin-2-ol